N1N=NC2=NC(=CC=C21)C=2C=C(C(=O)OC)C=C(C2)N methyl 3-(1H-[1,2,3]triazolo[4,5-b]pyridin-5-yl)-5-aminobenzoate